(S)-2-(4-(4-((4-cyano-2-fluorobenzyl)oxy)-5-fluoropyrimidin-2-yl)-2-fluorobenzyl)-1-(oxetan-2-ylmethyl)-1H-benzo[d]imidazole-6-carboxylic acid C(#N)C1=CC(=C(COC2=NC(=NC=C2F)C2=CC(=C(CC3=NC4=C(N3C[C@H]3OCC3)C=C(C=C4)C(=O)O)C=C2)F)C=C1)F